methyl 2-ethyl-3,3-dimethylpentanoate C(C)C(C(=O)OC)C(CC)(C)C